[Br-].BrCCCC[N+](CC)(CC)CC N-(4-bromobutyl)-triethyl-ammonium bromide